2-[4-(trifluoromethoxy)phenyl]oxetane-2-carboxylic acid ethyl ester C(C)OC(=O)C1(OCC1)C1=CC=C(C=C1)OC(F)(F)F